[I-].C[N+]1=C(C=CC=C1)C 1,2-dimethylpyridinium iodide